C1(CC1)C([C@@H](C(=O)NC=1C=NN(C1)C(C)C=1N(N=NC1)CC(F)F)NC(=O)C=1N(N=CC1)C(C)C)C1CC1 N-[(1S)-1-(dicyclopropyl-methyl)-2-[[1-[1-[3-(2,2-difluoroethyl)triazol-4-yl]ethyl]pyrazol-4-yl]amino]-2-oxo-ethyl]-2-isopropyl-pyrazole-3-carboxamide